C(C)N1N=C(C=2CCC(CC12)(C)C)C(=O)OCC ethyl 1-ethyl-6,6-dimethyl-4,5,6,7-tetrahydro-1H-indazole-3-carboxylate